(R)-5-(2-fluoro-6-methylphenyl)-3-(4-(hexahydropyrazino[2,1-c][1,4]oxazin-8(1H)-yl)phenyl)-1H-pyrazolo[4,3-c]pyridazin-6(5H)-one FC1=C(C(=CC=C1)C)N1N=C2C(=CC1=O)NN=C2C2=CC=C(C=C2)N2C[C@@H]1COCCN1CC2